1H-pyrrole-3-carboxylic anhydride N1C=C(C=C1)C(=O)OC(=O)C1=CNC=C1